4-(2-methacryloyloxyethoxy)-4-oxobutanoic acid C(C(=C)C)(=O)OCCOC(CCC(=O)O)=O